1,6-bis(N,N'-dibenzylthiocarbamoyldithio)hexane tert-butyl-7-(2,3-dihydro-1H-pyrrolo[2,3-b]pyridin-4-yl)-4,7-diazaspiro[2.5]octane-4-carboxylate C(C)(C)(C)OC(=O)N1C2(CC2)CN(CC1)C1=C2C(=NC=C1)NCC2.C(C2=CC=CC=C2)N(C(=S)SSCCCCCCSSC(N(CC2=CC=CC=C2)CC2=CC=CC=C2)=S)CC2=CC=CC=C2